N-(pyridin-4-yl)benzamid N1=CC=C(C=C1)NC(C1=CC=CC=C1)=O